BrC1=C(C=CC(=C1)[N+](=O)[O-])N1CCN(CC1)C(=O)OC(C)(C)C tert-butyl (4-(2-bromo-4-nitrophenyl)piperazin-1-yl)carboxylate